1-(heptadecan-9-yl) 19-(octan-2-yl) 9-((2-oxaspiro[3.3]heptan-6-yl)amino)nonadecanedioate C1OCC12CC(C2)NC(CCCCCCCC(=O)OC(CCCCCCCC)CCCCCCCC)CCCCCCCCCC(=O)OC(C)CCCCCC